NC(C(CCC(=O)OC)N1C(C2=CC=C(C=C2C1)CN1C[C@@H](N(CC1)C(=O)OC(C)(C)C)C)=O)=O tert-butyl (2S)-4-{[2-(1-amino-5-methoxy-1,5-dioxopentan-2-yl)-1-oxo-2,3-dihydro-1H-isoindol-5-yl]methyl}-2-methylpiperazine-1-carboxylate